(S,E)-2-(cyclopropyldifluoromethyl)-N-(4-(methylsulfonyl)but-3-en-2-yl)-4-phenoxypyrimidine-5-carboxamide C1(CC1)C(C1=NC=C(C(=N1)OC1=CC=CC=C1)C(=O)N[C@@H](C)\C=C\S(=O)(=O)C)(F)F